[Si](C)(C)(C(C)(C)C)O[C@H]1[C@H]([C@@H](O[C@@H]1CO)N1N=C(N=C1)C(=O)OC)OC methyl [1-((2r,3r,4r,5r)-4-((tert-butyldimethylsilyl) oxy)-5-(hydroxymethyl)-3-methoxytetrahydrofuran-2-yl)-1H-1,2,4-triazole-3-carboxylate]